CSC1=CC=C(C=C1)C1=CC=C(C=C1)SC1=C(N=NN1)C(=O)O 5-((4'-(methylthio)-[1,1'-biphenyl]-4-yl)thio)-1H-1,2,3-triazole-4-carboxylic acid